NCC=1C=C(C=CC1)C[C@H](C(=O)OC(C)(C)C)[C@@H]1CN(CC1)C(=O)OC(C)(C)C (R)-tert-butyl 3-((S)-3-(3-(aminomethyl)phenyl)-1-(tert-butoxy)-1-oxopropan-2-yl)pyrrolidine-1-carboxylate